CC1(CC1)OC1=CC=C2C(=N1)C=NN2C(C)=O 1-[5-(1-methylcyclopropoxy)pyrazolo[4,3-b]pyridin-1-yl]ethanone